2-Methylbenzoic acid 2-methylbenzyl ester CC1=C(COC(C2=C(C=CC=C2)C)=O)C=CC=C1